OC1(CCN(CC1)CC(=O)N1CCN(CC1)C(=O)OC(C)(C)C)CO tert-butyl 4-[2-[4-hydroxy-4-(hydroxymethyl)-1-piperidyl]acetyl]piperazine-1-carboxylate